FC(C1=NC=CC(=C1)NN1CCC(CC1)NC(OC(C)(C)C)=O)(F)F tert-butyl (1-((2-(trifluoromethyl)pyridin-4-yl)amino)piperidin-4-yl)carbamate